3-(1-(Methylamino)ethyl)-1H-indol-4-ol CNC(C)C1=CNC=2C=CC=C(C12)O